2-(dimethylboranyl)propane CB(C(C)C)C